[Si](C)(C)(C(C)(C)C)OCCC(CC#N)=O 5-[(tert-butyldimethylsilyl)oxy]-3-oxopentanenitrile